6-(2-nitro-imidazol-1-yl)hexylamine [N+](=O)([O-])C=1N(C=CN1)CCCCCCN